C(C)(C)(C)OC(=O)N(C(=O)C=1N=NN(C1)C(C)(C)C)CC1=C(C=C(C=C1)C1=C(C=NC=C1)N1C[C@H](CCC1)N(C(OC(C)(C)C)=O)C)C tert-butyl (S)-(1-(4-(4-((N-(tert-butoxycarbonyl)-1-(tert-butyl)-1H-1,2,3-triazole-4-carboxamido)methyl)-3-methylphenyl)pyridin-3-yl)piperidin-3-yl)(methyl)carbamate